Cl.NC1CCC(CC1)(C(=O)N1CCC(CC1)CNC(CCl)=O)OC1=CC=C(C=C1)Cl N-((1-(4-amino-1-(4-chlorophenoxy)cyclohexane-1-carbonyl)piperidin-4-yl)methyl)-2-chloroacetamide hydrochloride